tetrahydropyranyltin O1C(CCCC1)[Sn]